2-(hexylamino)-N,N-dimethyl-5-nitrobenzenesulfonamide C(CCCCC)NC1=C(C=C(C=C1)[N+](=O)[O-])S(=O)(=O)N(C)C